ClC=1C(=C(C=CC1)NCC(=O)N1[C@@H]2CC([C@H]([C@H]1C(=O)N[C@@H](C[C@@H]1C(NCC1)=O)\C=C(\S(=O)(=O)C)/F)CC2)(F)F)C (1S,3S,4S)-2-((3-chloro-2-methylphenyl)glycyl)-5,5-difluoro-N-((S,E)-4-fluoro-4-(methylsulfonyl)-1-((R)-2-oxopyrrolidin-3-yl)but-3-en-2-yl)-2-azabicyclo[2.2.2]octane-3-carboxamide